ClC=1C=C(C=NC1N1N=CC(=N1)CN(C)C)NC(=O)C=1C=NN(C1C(F)(F)F)C1=C2C=CC=NC2=CC=C1 N-(5-Chloro-6-(4-((dimethylamino)methyl)-2H-1,2,3-triazol-2-yl)pyridin-3-yl)-1-(chinolin-5-yl)-5-(trifluoromethyl)-1H-pyrazol-4-carboxamid